N-[(4-bromo-3-nitrophenyl)methyl]-2-cyclopropyl-N-(3-methoxy-1-methyl-1H-pyrazol-4-yl)pyrimidine-5-carboxamide BrC1=C(C=C(C=C1)CN(C(=O)C=1C=NC(=NC1)C1CC1)C=1C(=NN(C1)C)OC)[N+](=O)[O-]